5-(2-bromo-4-chlorophenyl)pyrimidine BrC1=C(C=CC(=C1)Cl)C=1C=NC=NC1